CC1(OCC(CO1)CN(C(=O)NC1=CC=CC=C1)[C@@H](C)C1=CNC(C2=CC=CC=C12)=O)C (S)-1-((2,2-dimethyl-1,3-dioxan-5-yl)methyl)-1-(1-(1-oxo-1,2-dihydroisoquinolin-4-yl)ethyl)-3-phenylurea